tert-butyl 6'-(pyrimidin-2-yl)-7'-(trifluoromethyl)-3',4'-dihydro-1'H-spiro[pyrrolidine-3,2'-[1,8]naphthyridine]-1-carboxylate N1=C(N=CC=C1)C=1C=C2CCC3(NC2=NC1C(F)(F)F)CN(CC3)C(=O)OC(C)(C)C